(E)-4-((4-Cyclopropoxypyridin-3-yl)(4-(trifluoromethyl)phenyl)amino)-N'-hydroxypiperidine-1-carboximidamide C1(CC1)OC1=C(C=NC=C1)N(C1CCN(CC1)/C(/N)=N/O)C1=CC=C(C=C1)C(F)(F)F